O1CCN(CC1)CCN1N=CC(=C1)C1=C2CNCC2=CC=C1 4-(1-(2-morpholinoethyl)-1H-pyrazol-4-yl)isoindolin